(1s,2s)-2-amino-4,4-difluorocyclohexane-1-ol hydrochloride Cl.N[C@@H]1[C@H](CCC(C1)(F)F)O